(R)-2-((R)-3-Methyl-morpholin-4-yl)-9-(2-oxo-2-pyridin-2-yl-ethyl)-6-trifluoromethyl-6,7,8,9-tetrahydro-pyrimido[1,2-a]-pyrimidin-4-one C[C@H]1N(CCOC1)C=1N=C2N(C(C1)=O)[C@H](CCN2CC(C2=NC=CC=C2)=O)C(F)(F)F